FC1=C(C=2C(=N1)CC(C2O)(F)F)C(F)(F)F 2,5,5-trifluoro-4-hydroxy-3-(trifluoromethyl)-5,6-dihydrocyclopenta[b]pyrrole